OC(CCCC1=CC[C@@H](CC1)C=O)(C)C |r| (+-)-4-(4-hydroxy-4-methylpentyl)-3-cyclohexene-1-carbaldehyde